3-aminomethyl-4-propyl-6-methylpyridin-2(1H)-one NCC=1C(NC(=CC1CCC)C)=O